C(C)(C)(C)C=1C=C(N)C=CC1C(C)(C)C 3,4-Di-tert-butylaniline